4-Fluoro-N-((1-hydroxycyclopropyl)methyl)-4-(piperazin-1-yl)benzamide FC1(CC=C(C(=O)NCC2(CC2)O)C=C1)N1CCNCC1